1-(6-((7S)-4-(2-chloro-5-hydroxyphenyl)-7-(4-methyl-1,3-thiazol-5-yl)-5,6,7,8-tetrahydro-2-quinazolinyl)-2,6-diazaspiro[3.4]octan-2-yl)-2-propen-1-one ClC1=C(C=C(C=C1)O)C1=NC(=NC=2C[C@H](CCC12)C1=C(N=CS1)C)N1CC2(CN(C2)C(C=C)=O)CC1